2-((1-(2-cyano-3-(4-(2-hydroxypropan-2-yl)phenyl)-7-methylquinolin-5-yl)ethyl)amino)benzoic acid C(#N)C1=NC2=CC(=CC(=C2C=C1C1=CC=C(C=C1)C(C)(C)O)C(C)NC1=C(C(=O)O)C=CC=C1)C